1-(3-fluoro-5-(3-morpholinylquinoxaline-6-carbonyl)phenyl)-3-(4-(trifluoromethyl)phenyl)urea FC=1C=C(C=C(C1)C(=O)C=1C=C2N=C(C=NC2=CC1)N1CCOCC1)NC(=O)NC1=CC=C(C=C1)C(F)(F)F